tert-butyl 2,4-dioxo-1,3,7-triaza-7-spiro[4.5]decanecarboxylate O=C1NC2(C(N1)=O)CN(CCC2)C(=O)OC(C)(C)C